OCC1=C(C=C(C=C1)[N+](=O)[O-])S(=O)(=O)N(C)C 2-(hydroxymethyl)-N,N-dimethyl-5-nitrobenzenesulfonamide